(methylamino)-N-phenylimidazo[1,2-a]pyridine-3-carboxamide CNC=1N=C2N(C=CC=C2)C1C(=O)NC1=CC=CC=C1